NCCOC=1C=CC(=NC1)C1=C(C=C(C#N)C=C1)OC=1N(N=C(C1)C)C 4-[5-(2-aminoethoxy)pyridin-2-yl]-3-(2,5-dimethylpyrazol-3-yl)oxybenzonitrile